C(C)(=O)O.C(C)(=O)O.NC1=NC(=CC=C1C(=O)OC)CN Methyl 2-amino-6-(aminomethyl)pyridine-3-carboxylate Diacetate